5-((3',4'-dichloro-[1,1'-biphenyl]-4-yl)thio)-1H-1,2,3-triazole-4-carboxylic acid ClC=1C=C(C=CC1Cl)C1=CC=C(C=C1)SC1=C(N=NN1)C(=O)O